ClC1=C(C(=CC=C1)F)NC=1C=C2C(=CN1)N(N=C2)C=2C=C(SC2)C(=O)NC2COC2 4-(5-((2-chloro-6-fluorophenyl)amino)-1H-pyrazolo[3,4-c]pyridin-1-yl)-N-(oxetan-3-yl)thiophene-2-carboxamide